(S)-N-(3-methoxy-4-(methylthio)benzylidene)-2-methylpropane-2-sulfinamide COC=1C=C(C=N[S@@](=O)C(C)(C)C)C=CC1SC